C(C)OC(CC)(C)COC1=C(C=C(C=C1)F)C1CCN(CC1)[C@@H]1COC2(CN(C2)C=2OC=NN2)C1 (S)-7-(4-(2-((3-Ethyloxybutan-3-yl)methoxy)-5-fluorophenyl)piperidin-1-yl)-2-(1,3,4-oxadiazol-2-yl)-5-oxa-2-azaspiro[3.4]octane